(R)-(1-(5-(2-(2,5-difluorophenyl)pyrrolidin-1-yl)pyrazolo[1,5-a]pyrimidin-3-yl)-1H-pyrazol-4-yl)methanol FC1=C(C=C(C=C1)F)[C@@H]1N(CCC1)C1=NC=2N(C=C1)N=CC2N2N=CC(=C2)CO